CN(C/C=C/C(=O)N1[C@H](COCC1)COC=1C=NC=CC1C1=C(C=2C(NCCC2N1)=O)NC1=C(C(=CC=C1)F)OC)C 2-(3-{[(3R)-4-[(2E)-4-(dimethylamino)but-2-enoyl]morpholin-3-yl]methoxy}pyridin-4-yl)-3-[(3-fluoro-2-methoxyphenyl)amino]-1H,5H,6H,7H-pyrrolo[3,2-c]pyridin-4-one